C(=CCCCCCCCC)[Si](O[Si](CC)(CC)CC)(CC)C=CCCCCCCCC di(1-decenyl)tetraethyl-disiloxane